(R)-5-(6-chloro-5-fluoro-2-oxo-1,2-dihydrospiro[benzo[d][1,3]oxazin-4,3'-piperidine]-1'-ylcarbonyl)-1-((2-(trimethylsilyl)ethoxy)methyl)-1H-1,2,4-triazole-3-carbaldehyde ClC1=C(C2=C(NC(O[C@@]23CN(CCC3)C(=O)C3=NC(=NN3COCC[Si](C)(C)C)C=O)=O)C=C1)F